BrC=1C=C(C(=NC1)N1[C@H]2CN([C@@H](C1)C2)C(=O)OC(C)(C)C)C tert-Butyl (1R-4R)-5-(5-bromo-3-methyl-2-pyridyl)-2,5-diazabicyclo[2.2.1]heptane-2-carboxylate